C(C1=CC=CC=C1)OC1=NC(=NC=C1F)Cl 4-(benzyloxy)-2-chloro-5-fluoropyrimidine